C1(CCC(=O)ON2CCN(O1)OC(CCC(=O)O2)=O)=O.[Fe] iron ethylenediamine disuccinate